NC=1SC(=C(C1C(=O)OC)C)C methyl 2-amino-4,5-dimethylthiophene-3-carboxylate